C(C)(C)(C)C1=C(C(=CC(=C1)C(C)(C)C)C)C(C1=C(C=C(C=C1C)C(C)(C)C)C(C)(C)C)OP([O-])[O-] Bis(2,4-di-tert-butyl-6-methylphenyl)methylphosphit